N-[(1-ethyl-2-pyrrolidinyl)methyl]-2-methoxy-5-(aminosulfonyl)benzamide C(C)N1C(CCC1)CNC(C1=C(C=CC(=C1)S(=O)(=O)N)OC)=O